COC(=O)C1=NN(C=N1)CO 1-hydroxymethyl-1,2,4-triazole-3-carboxylic acid methyl ester